CC(C)(C)[O-].CC(C)(C)[O-].[Mo+2] molybdenum bis(tert-butoxide)